Magnesium monoperoxy phthalate C1(C=2C(C(=O)OOOO1)=CC=CC2)=O.[Mg]